8-chloro-4,6-dimethylnonyloxymethyl ether ClC(CC(CC(CCCOCOCOCCCC(CC(CC(C)Cl)C)C)C)C)C